BrCC=CC1=CC(=C(C=C1)F)OC1=CC=CC=C1 4-(3-bromoprop-1-en-1-yl)-1-fluoro-2-phenoxybenzene